4-ethylpiperazin-1-yl-[1,4'-bipiperidin]-1'-yl-3-((3-fluoro-4-(tetradecyloxy)phenyl)sulfonyl)-6-(methylsulfinyl)quinoline C(C)N1CCN(CC1)C1=C(C(=NC2=CC=C(C=C12)S(=O)C)N1CCC(CC1)N1CCCCC1)S(=O)(=O)C1=CC(=C(C=C1)OCCCCCCCCCCCCCC)F